The molecule is a labdane diterpenoid in which the labdane skeleton has double bonds at positions 8(17) and 13 (the latter with E-stereochemistry) and carries a hydroxy group at the terminal C-15 position. It has a role as a metabolite. It is a labdane diterpenoid and a primary alcohol. It is an enantiomer of a (+)-copalol. C/C(=C\\CO)/CC[C@@H]1C(=C)CC[C@H]2[C@]1(CCCC2(C)C)C